2-bromo-5-[3-(3,3-dimethylbutoxy)-5-fluoro-phenyl]-4-(2,6-dimethylphenyl)thiazole BrC=1SC(=C(N1)C1=C(C=CC=C1C)C)C1=CC(=CC(=C1)F)OCCC(C)(C)C